benzyl (E)-(1-(4-((4-((2,6-dioxopiperidin-3-yl)carbamoyl)phenyl) amino)but-2-enoyl)piperidin-4-yl)carbamate O=C1NC(CCC1NC(=O)C1=CC=C(C=C1)NC/C=C/C(=O)N1CCC(CC1)NC(OCC1=CC=CC=C1)=O)=O